N-(4-(N-Cyclopropylsulfamoyl)benzyl)-1-methyl-3-((3-(trifluoromethyl)phenyl)amino)-1H-indole-2-Carboxamide C1(CC1)NS(=O)(=O)C1=CC=C(CNC(=O)C=2N(C3=CC=CC=C3C2NC2=CC(=CC=C2)C(F)(F)F)C)C=C1